OC1=C(C2=CC=CC=C2C=C1)CN1C(=NC2=C1C=CC=C2)O ((2-Hydroxynaphthalen-1-yl)methyl)-1H-benzo[d]imidazol-2-ol